N-((2,6-dihydroxy-5'-methyl-4-pentyl-2'-(prop-1-en-2-yl)-1',2',3',4'-tetrahydro-[1,1'-biphenyl]-3-yl)sulfonyl)-4-(trifluoromethyl)benzamide OC1=C(C(=CC(=C1S(=O)(=O)NC(C1=CC=C(C=C1)C(F)(F)F)=O)CCCCC)O)C1C(CCC(=C1)C)C(=C)C